pentaerythritol (tetraethyl hexanoate) C(C)C(C(C(=O)OCC(CO)(CO)CO)(CC)CC)(CCC)CC